6-(2-chlorophenyl)-2-{[4-(piperidin-4-yloxy)phenyl]amino}imidazo[1,2-a]pyrimido[5,4-e]pyrimidin-5(6H)-one ClC1=C(C=CC=C1)N1C=2N(C3=C(C1=O)C=NC(=N3)NC3=CC=C(C=C3)OC3CCNCC3)C=CN2